5-{6-[2-(2,7-Dimethyl-benzo[b]thiophen-3-yl)-ethylamino]-pyrimidin-4-yl}-3-methylthiophene-2-carboxylic acid CC1=C(C2=C(S1)C(=CC=C2)C)CCNC2=CC(=NC=N2)C2=CC(=C(S2)C(=O)O)C